NCC(O)C=1C=NN(C1)C1=C(C=C(C#N)C=C1)OC1=NC(=NC(=C1)N1CCOCC1)C 4-[4-(2-amino-1-hydroxyethyl)pyrazol-1-yl]-3-(2-methyl-6-morpholin-4-ylpyrimidin-4-yl)oxybenzonitrile